N-[(3S)-9-fluoro-2-oxo-5-phenyl-1,3-dihydro-1,4-benzodiazepin-3-yl]-6-methyl-2-(2-methylpyridin-4-yl)imidazo[1,2-b]pyridazine-3-carboxamide FC1=CC=CC=2C(=N[C@@H](C(NC21)=O)NC(=O)C2=C(N=C1N2N=C(C=C1)C)C1=CC(=NC=C1)C)C1=CC=CC=C1